C(CCCCCCCCCCCCCCCCCCCCC=CCCCCC)(=O)O 22-Octacosenoic acid